N[C@H]1CN(CC1)C1=CC=C(C=N1)C=1C=2N(C=C(C1)OCC)N=CC2C#N (R)-4-(6-(3-aminopyrrolidin-1-yl)pyridin-3-yl)-6-ethoxypyrazolo[1,5-a]pyridine-3-carbonitrile